C(CC1=CC=CC=C1)N1CCOC2=C(C1=O)C=CC(=C2)C2=CC=NC=C2 4-phenethyl-8-(pyridin-4-yl)-3,4-dihydrobenzo[f][1,4]oxazepin-5(2H)-one